OC=1C=CC(=C2C[C@@H](OC(C12)=O)C)C (S)-8-hydroxy-3,5-dimethylisochroman-1-one